C1C(CCC2=CC=CC=C12)[C@H]1N=C(OC1)N |r| (RS)-4-(1,2,3,4-tetrahydro-naphthalen-2-yl)-4,5-dihydro-oxazol-2-ylamine